3-(tert-butyl)-2-ethyl-4-(2-ethoxy-2-oxo-N-(4-phenyl-3,4-dihydro-2H-benzo[b][1,4]oxazin-6-yl) acetamido)-5-nitrothiophene-2,3-dicarboxylate C(C)(C)(C)C1(C(SC(=C1N(C(C(=O)OCC)=O)C1=CC2=C(OCCN2C2=CC=CC=C2)C=C1)[N+](=O)[O-])(C(=O)[O-])CC)C(=O)[O-]